CCCCCCCCC(CCCCCCCC)NN heptadec-9-yl-hydrazine